4-[[2-(4-Chloro-3-hydroxyphenyl)acetyl]amino]-N-(1,1-dimethylprop-2-ynyl)pyridin ClC1=C(C=C(C=C1)CC(=O)NC1=CCN(C=C1)C(C#C)(C)C)O